(S)-2-(1-acryloyl-4-(7-(5,6-dimethyl-1H-indazol-4-yl)-2-((1-morpholinylcyclopropyl)methoxy)-5,6,7,8-tetrahydropyrido[3,4-d]pyrimidin-4-yl)piperazin-2-yl)acetonitrile C(C=C)(=O)N1[C@H](CN(CC1)C=1C2=C(N=C(N1)OCC1(CC1)N1CCOCC1)CN(CC2)C2=C1C=NNC1=CC(=C2C)C)CC#N